8-((3R,4S)-4-(4-(tert-Butoxy)phenoxy)-3-methylpiperidin-1-yl)-5-methyl-6-oxo-5,6-dihydro-1,5-naphthyridin-2-carbonitril C(C)(C)(C)OC1=CC=C(O[C@@H]2[C@@H](CN(CC2)C2=CC(N(C=3C=CC(=NC23)C#N)C)=O)C)C=C1